(S)-8-(2-amino-6-((R)-2,2,2-trifluoro-1-(3'-methoxy-5'-(trifluoromethyl)-[1,1'-biphenyl]-4-yl)ethoxy)pyrimidin-4-yl)-2,8-diazaspiro[4.5]decane-3-carboxylic acid NC1=NC(=CC(=N1)N1CCC2(C[C@H](NC2)C(=O)O)CC1)O[C@@H](C(F)(F)F)C1=CC=C(C=C1)C1=CC(=CC(=C1)C(F)(F)F)OC